N1C=C(C2=CC=CC=C12)CN1C=C(C2=CC(=CC=C12)Br)C ((1H-indol-3-yl)methyl)-5-bromo-3-methyl-1H-indole